1-[[2-[6-[6-(dimethylamino)pyridin-3-yl]-2-fluoro-pyridin-3-yl]-1,3-benzothiazol-6-yl]amino]-3-fluoro-propan-2-ol CN(C1=CC=C(C=N1)C1=CC=C(C(=N1)F)C=1SC2=C(N1)C=CC(=C2)NCC(CF)O)C